tert-butyl (3R)-1-(4-(3-tert-butyl-5-(1-hydroxy-propyl)phenylamino)-5-carbamoylpyrimidin-2-yl)piperidin-3-ylcarbamate C(C)(C)(C)C=1C=C(C=C(C1)C(CC)O)NC1=NC(=NC=C1C(N)=O)N1C[C@@H](CCC1)NC(OC(C)(C)C)=O